C(CCCCCCCCCCCCCCCCCC)(=O)N Nonadecanamide